5-bromo-7-oxo-1-p-toluenesulfonyl-6,7-dihydro-1H-pyrrolo[2,3-c]pyridine-2-carboxylic acid propyl ester C(CC)OC(=O)C1=CC2=C(C(NC(=C2)Br)=O)N1S(=O)(=O)C1=CC=C(C)C=C1